(S)-N-((5-(imidazo[1,2-a]pyridin-6-yl)-6-methyl-2,3-dihydro-1H-inden-4-yl)carbamoyl)-6-methoxy-6,7-dihydro-5H-pyrazolo[5,1-b][1,3]oxazine-3-sulfonamide N=1C=CN2C1C=CC(=C2)C=2C(=C1CCCC1=CC2C)NC(=O)NS(=O)(=O)C=2C=NN1C2OC[C@H](C1)OC